ClC1=C(C=CC=C1)C=1N=C(SC1)C1=NC(=NC=C1C(=O)N)OC [4-(2-chlorophenyl)thiazol-2-yl]-2-methoxy-pyrimidine-5-carboxamide